1-methyl-3-(p-vinylphenyl)thiourea CNC(=S)NC1=CC=C(C=C1)C=C